4-Methyl-8-((5-methyl-1-(1-methyl-1H-pyrazol-4-yl)-1H-indazol-6-yl)oxy)-5,6,7,8-tetrahydroquinoline-3-carbonitrile CC1=C(C=NC=2C(CCCC12)OC1=C(C=C2C=NN(C2=C1)C=1C=NN(C1)C)C)C#N